5-(3-(1-(3-Iodobenzyl)-1H-pyrazol-3-yl)phenoxy)-N-methyl-1-tosyl-1H-indole-4-carboxamide IC=1C=C(CN2N=C(C=C2)C=2C=C(OC3=C(C=4C=CN(C4C=C3)S(=O)(=O)C3=CC=C(C)C=C3)C(=O)NC)C=CC2)C=CC1